(E)-6-Bromochroman-4-one oxime BrC=1C=C2/C(/CCOC2=CC1)=N/O